1-{1,4-Dioxospiro[4.5]dec-8-yl}-3-(3-methoxypropoxy)-1H-pyrazole-4-carboxylic acid ethyl ester C(C)OC(=O)C=1C(=NN(C1)C1CCC2(C(CCC2=O)=O)CC1)OCCCOC